L-mannaric acid O=C([C@H](O)[C@H](O)[C@@H](O)[C@@H](O)C(=O)O)O